(2S)-2-(4-bromo-2-ethynylphenoxy)-2-cyclobutylacetic acid BrC1=CC(=C(O[C@H](C(=O)O)C2CCC2)C=C1)C#C